(R)-2,3-dihydroxypropoxy-3,4-difluoro-2-(2-fluoro-4-iodo-phenylamino)-benzamide O[C@@H](COC=1C(=C(C(=C(C(=O)N)C1)NC1=C(C=C(C=C1)I)F)F)F)CO